1-((2R,6S)-6-(hydroxymethyl)-4-tritylthiomorpholin-2-yl)pyrimidine-2,4(1H,3H)-dione OC[C@H]1S[C@H](CN(C1)C(C1=CC=CC=C1)(C1=CC=CC=C1)C1=CC=CC=C1)N1C(NC(C=C1)=O)=O